3-Ethyl-5-methyl-4-bromopyrazol tert-Butyl-6-((4-methyl-3-(trifluoromethyl)benzyl)oxy)-2-azaspiro[3.3]heptane-2-carboxylate C(C)(C)(C)C1N(CC12CC(C2)OCC2=CC(=C(C=C2)C)C(F)(F)F)C(=O)O.C(C)C2=NNC(=C2Br)C